N1=COC2=NC=CC=C21 oxazolo[5,4-b]pyridine